COC=1C=CC=C2C=CC=C(C12)CCN(C1CC1)C N-(2-(8-methoxynaphthalen-1-yl)ethyl)-N-methylcyclopropanamine